6-fluoro-2-[6-methyl-3-(1,3-thiazol-4-yl)-1H,4H,5H,6H,7H-pyrazolo[4,3-c]pyridine-5-carbonyl]indolizine FC1=CN2C=C(C=C2C=C1)C(=O)N1CC2=C(CC1C)NN=C2C=2N=CSC2